C1(CC1)C1CN(C2=CC=CC=3C=C(N1C32)C3=NC2=C(N3C)C(=CC(=C2)C(=O)O)F)CCCO 2-[11-cyclopropyl-9-(3-hydroxypropyl)-1,9-diazatricyclo[6.3.1.04,12]dodeca-2,4(12),5,7-tetraen-2-yl]-7-fluoro-1-methyl-benzimidazole-5-carboxylic acid